BrC1=NN(C=C1CC1=NC=2N(C=C(N(C2)F)F)C1)C 2-((3-bromo-1-methyl-1H-pyrazol-4-yl)methyl)-6,7-difluoroimidazo[1,2-a]pyrazine